Cl.C12C3=CC=CC=C3C(CCC1)N2 12-azatricyclo[6.3.1.02,7]dodeca-2,4,6-triene hydrochloride